aluminum-magnesium-aluminum-chromium [Cr].[Al].[Mg].[Al]